(3-Difluoromethoxy-pyridin-2-yl)-[4-fluoro-3-(7-morpholin-4-yl-quinazolin-4-yl)-phenyl]methanol FC(OC=1C(=NC=CC1)C(O)C1=CC(=C(C=C1)F)C1=NC=NC2=CC(=CC=C12)N1CCOCC1)F